3,5-Di-tert-butyl-4-hydroxy-toluol C(C)(C)(C)C=1C=C(C=C(C1O)C(C)(C)C)C